C(CCCCCCCCC)(=O)OCCCCCCCCCCCCCCCCCCCCCC docosyl decanoate